C(C)(C)(C)OC(=O)N1CC2(C3=CC=CC=C13)NC(C=1N2C(C(=CC1Cl)Br)=O)=O 6-bromo-8-chloro-1,5-dioxo-1,5-dihydro-2H-spiro[imidazo[1,5-a]pyridine-3,3'-indoline]-1'-carboxylic acid tert-butyl ester